2-(2-cyclopropyl-3-(((R)-tetrahydrofuran-3-yl)oxy)phenyl)-2-(3-((5-(5,6,7,8-tetrahydro-1,8-naphthyridin-2-yl)pentyl)oxy)azetidin-1-yl)acetic acid C1(CC1)C1=C(C=CC=C1O[C@H]1COCC1)C(C(=O)O)N1CC(C1)OCCCCCC1=NC=2NCCCC2C=C1